2-(5-fluoropyridin-2-yl)acetic acid FC=1C=CC(=NC1)CC(=O)O